C(C1=CC=CC=C1)OC(=O)N1CC(CCC1)(C(=O)O)NC(=O)OC(C)(C)C (benzyloxycarbonyl)-3-((tert-butoxycarbonyl)amino)piperidine-3-carboxylic acid